[1,1':3',1''-terphenyl]-4'-thiol C1(=CC=CC=C1)C1=CC(=C(C=C1)S)C1=CC=CC=C1